tert-butyl (2S,5R)-2-(3-(N-benzylmethylsulfonamido)phenyl)-5-((R)-(3-fluorophenyl)(hydroxy)methyl)pyrrolidine-1-carboxylate C(C1=CC=CC=C1)N(S(=O)(=O)C)C=1C=C(C=CC1)[C@H]1N([C@H](CC1)[C@H](O)C1=CC(=CC=C1)F)C(=O)OC(C)(C)C